C1(CC1)S(=O)(=O)N1N=CC(=C1)C1=NC=CC(=N1)N1CC(=C(C=C1N)NC(C)C)C1=NC=C(C=C1)OC1CCN(CC1)C 1'-(2-(1-(Cyclopropylsulfonyl)-1H-pyrazol-4-yl)pyrimidin-4-yl)-N4'-isopropyl-5-((1-methylpiperidin-4-yl)oxy)-[2,3'-bipyridine]-4',6'-diamine